7,8-dichloro-6-(3-fluoro-2-pyridinyl)-N-methyl-4H-imidazo[1,2-a][1,4]benzodiazepine-2-Carboxamide ClC1=C(C=CC2=C1C(=NCC=1N2C=C(N1)C(=O)NC)C1=NC=CC=C1F)Cl